COC([C@@H](NC(C)=O)CSN=O)=O S-nitroso-N-acetyl-L-cysteine methyl ester